[N+](=[N-])=CC(CC[C@@H](C(=O)OC(C([2H])([2H])[2H])C([2H])([2H])[2H])NC([C@H](C)OC([2H])([2H])[2H])=O)=O propan-2-yl-1,1,1,3,3,3-d6 (S)-6-diazo-2-((S)-2-(methoxy-d3)propanamido)-5-oxohexanoate